(2R,4S)-N-((S)-1-(((6-amino-2-methylpyridin-3-yl)methyl)amino)-1-oxoprop-2-yl)-4-(3-((3-chloropropyl)carbamoyl)benzyl)pyrrolidine-2-carboxamide ditrifluoroacetate FC(C(=O)O)(F)F.FC(C(=O)O)(F)F.NC1=CC=C(C(=N1)C)CNC([C@H](C)NC(=O)[C@@H]1NC[C@H](C1)CC1=CC(=CC=C1)C(NCCCCl)=O)=O